tert-butyl 4-(4-chloro-2-methyl-7-oxo-7,8-dihydropyrido[2,3-d]pyrimidin-6-yl)piperidine-1-carboxylate ClC=1C2=C(N=C(N1)C)NC(C(=C2)C2CCN(CC2)C(=O)OC(C)(C)C)=O